FC=1C=CC=2C3=C(C=NC2C1)N(C(C31CC(C1)C1=CC=C(C=C1)OC)=O)C 7'-Fluoro-3-(4-methoxyphenyl)-3'-methyl-2'-oxo-2',3'-dihydrospiro[cyclobutane-1,1'-pyrrolo[2,3-c]quinolin]